CN1C=C(C2=CC=CC(=C12)Br)C1=NC(=NC=C1)Cl 1-methyl-3-(2-chloro-4-pyrimidinyl)-7-bromoindole